FC1=CC=C(C(=O)NC2CCC(CC2)NC2=CC=CC3=C2C=C(S3)C#N)C=C1 4-fluoro-N-[(1s,4s)-4-[(2-cyano-1-benzothiophen-4-yl)amino]cyclohexyl]benzamide